norbornyl-carbon C12(CCC(CC1)C2)[C]